(S)-7-isopropoxy-4-((1-methylazetidin-3-yl)ethynyl)-1-((5-oxopyrrolidin-2-yl)methoxy)isoquinoline-6-carboxamide C(C)(C)OC1=C(C=C2C(=CN=C(C2=C1)OC[C@H]1NC(CC1)=O)C#CC1CN(C1)C)C(=O)N